C(C)O[Si](CCCN1C(C=CC1=O)=O)(OCC)OCC N-[3-(triethoxysilyl)propyl]maleimide